N-(5-((6-((S)-3-benzylisoxazolidine-2-yl)pyrimidine-4-yl)amino)-2-(4-(dimethylamino)piperidine-1-yl)-4-methoxyphenyl)acrylamide C(C1=CC=CC=C1)[C@@H]1N(OCC1)C1=CC(=NC=N1)NC=1C(=CC(=C(C1)NC(C=C)=O)N1CCC(CC1)N(C)C)OC